Dibutyl-cyclohexanol C(CCC)C1(CCC(CC1)O)CCCC